C(C1=CC=CC=C1)(C1=CC=CC=C1)(C1=CC=CC=C1)N1C=NC(=C1)CCCN1C(=NN=C1)S 4-(3-(1-trityl-1H-imidazol-4-yl)propyl)-4H-1,2,4-triazole-3-thiol